O1N=C(C=C1)NC(C[N+]1(CCCCCC1)CC(=O)NC1=C(SC=C1C(=O)OC)C)=O 1-(2-(isoxazol-3-ylamino)-2-oxoethyl)-1-(2-((4-(methoxycarbonyl)-2-methylthiophen-3-yl)amino)-2-oxoethyl)azepan-1-ium